C1(CCCCC1)C(=O)N1CC2N(CCC3=CC=CC=C23)C(C1)=O 2-(cyclohexylcarbonyl)-2,3,4,6,7,11b-hexahydro-1H-pyrazino[2,1-a]Isoquinolin-4-one